2,4-bis[(2,3-dibromo-1-oxo-propyl)amino]benzenesulfonic acid BrC(C(=O)NC1=C(C=CC(=C1)NC(C(CBr)Br)=O)S(=O)(=O)O)CBr